ClC=1C=C(C=NC1N1N=CC=N1)NC(=O)C=1C=NN(C1C(F)(F)F)C1=C(C=NC=C1)F N-(5-Chloro-6-(2H-1,2,3-triazol-2-yl)pyridin-3-yl)-1-(3-fluoropyridin-4-yl)-5-(trifluoromethyl)-1H-pyrazole-4-carboxamide